Cl.NCC=1C=CC(N(C1)C)=O 5-(amino-methyl)-1-methylpyridin-2(1H)-one hydrochloride